cycloocta[1,2,3-de]naphthalen C1C=2C=3C(=CC=CC3C=C1)C=CC=CC2